2-(3-chloro-1,1-dioxo-4H-benzo[e][1,2,4]thiadiazin-5-yl)benzonitrile ClC1=NS(C2=C(N1)C(=CC=C2)C2=C(C#N)C=CC=C2)(=O)=O